6-[2-(3-chloro-2-pyridyl)-5-(2,2,2-trifluoroethoxy)pyrazol-3-yl]-2,4-dimethyl-thiazolo[4,5-g][3,1]benzoxazin-8-one ClC=1C(=NC=CC1)N1N=C(C=C1C1=NC2=C(C(O1)=O)C=C1C(=C2C)SC(=N1)C)OCC(F)(F)F